6-(6-(1-((1R,3R,4R,5R)-4-fluoro-1-methyl-8-azabicyclo[3.2.1]oct-6-en-3-yl)vinyl)pyridazin-3-yl)isoquinolin-7-ol F[C@@H]1[C@H](C[C@@]2(C=C[C@H]1N2)C)C(=C)C2=CC=C(N=N2)C=2C=C1C=CN=CC1=CC2O